(E)-methyl 2-(5-(benzoyloxy) pent-1-en-1-yl)-4-cyclopropylnicotinate C(C1=CC=CC=C1)(=O)OCCC/C=C/C1=C(C(=O)OC)C(=CC=N1)C1CC1